[Sn](Br)(Br)(Br)Br Tin tetrabromide